BrC=1C=CC2=C(OCCCN(C2)C(=O)OC(C)(C)C)C1 tert-Butyl 9-bromo-3,4-dihydro-2H-benzo[b][1,5]oxazocine-5(6H)-carboxylate